ClC1=C(C(=NN1C)C1=NOC(=C1)C)CC=O 2-(5-Chloro-1-methyl-3-(5-methylisoxazol-3-yl)-1H-pyrazol-4-yl)acetaldehyde